1-(6,7-dihydro-5H-benzo[6,7]cyclohepta[1,2-c]pyridazin-3-yl)-N3-(7-cyclopentyl-6,7,8,9-tetrahydro-5H-pyrido[3,2-d]azepin-3-yl)-1H-1,2,4-triazole-3,5-diamine N1=NC(=CC2=C1C1=C(CCC2)C=CC=C1)N1N=C(N=C1N)NC1=CC=2CCN(CCC2N=C1)C1CCCC1